C[C@H]1N(C[C@@H](N(C1)C=1C2=C(N=CN1)N(C=C2CC(F)(F)F)C(C2=CC=CC=C2)(C2=CC=CC=C2)C2=CC=CC=C2)C)C(=O)OC(C)(C)C tert-Butyl (2R,5S)-2,5-dimethyl-4-(5-(2,2,2-trifluoroethyl)-7-trityl-7H-pyrrolo[2,3-d]pyrimidin-4-yl)piperazine-1-carboxylate